CC(COC([C@@H](NP(=O)(OC1=CC=CC=C1)OC1=C(C(=C(C(=C1F)F)F)F)F)C)=O)(CC)C ((perfluorophenoxy)(phenoxy)phosphoryl)-L-alanine 2,2-dimethylbutyl ester